FC(CCNC(CC(C)(CC=C)CC=C)C)(C(C(C(C(C(F)(F)F)(F)F)(F)F)(F)F)(F)F)F N-(3,3,4,4,5,5,6,6,7,7,8,8,8-tridecafluorooctyl)-2,2-bis(2-propenyl)-4-pentylamine